(4-chlorotolyl)ethyl-methoxysilane ClC1=CC(=C(C=C1)C)CC[SiH2]OC